3-[(4R)-7-chloro-10-[3-(4-chloro-3,5-dimethyl-phenoxy)propyl]-4-methyl-1-oxo-6-(1,3,5-trimethylpyrazol-4-yl)-3,4-dihydropyrazino[1,2-a]indol-2-yl]-1,2-dimethyl-indole-5-carboxylic Acid ClC=1C=CC=2C(=C3N(C2C1C=1C(=NN(C1C)C)C)[C@@H](CN(C3=O)C3=C(N(C1=CC=C(C=C31)C(=O)O)C)C)C)CCCOC3=CC(=C(C(=C3)C)Cl)C